2,2-Bis[p-hydroxy-phenyl]-propane OC1=CC=C(C=C1)C(C)(C)C1=CC=C(C=C1)O